ClC=1C(=C(C(=C(C1C1=C(C=CC=C1)OC)CC(=O)O)C(N)=O)C)C=1C=NC(=CC1C#N)C(F)(F)F 5-Chloro-4-(4-cyano-6-trifluoromethyl-pyridin-3-yl)-2-[(2-methoxy-phenyl)-methyl-carbamoyl-phenyl]-acetic acid